FC1(CCC(CC1)CC(=O)NC(C(=O)O)CCN(CCCCC1=NC=2NCCCC2C=C1)CCOC1=CC=CC=C1)F 2-[[2-(4,4-difluorocyclohexyl)acetyl]amino]-4-[2-phenoxyethyl-[4-(5,6,7,8-tetrahydro-1,8-naphthyridin-2-yl)butyl]amino]butanoic acid